NC(CC1=NN(C2=CC=C(C=C12)C=1C=NC(=NC1)C)CC(=O)N1[C@@H](C[C@H](C1)F)C(=O)NC1=NC(=CC=C1)Br)=O (2S,4R)-1-(2-(3-(2-amino-2-oxoethyl)-5-(2-methylpyrimidin-5-yl)-1H-indazol-1-yl)acetyl)-N-(6-bromopyridin-2-yl)-4-fluoropyrrolidine-2-carboxamide